FC1=CC=C(C=C1)C1=C(C=CC=C1)C 4'-fluoro-2-methyl-[1,1'-biphenyl]